C(C)NC(=O)C=1C(=NC=C(C(=O)OCCCC)C1)OC butyl 5-(ethylcarbamoyl)-6-methoxynicotinate